FC(COC1=C(C=C(C(=N1)OC)NS(=O)(=O)C=1C=2CCN(C(C2C=CC1)=S)C)F)F N-[6-(2,2-difluoroethoxy)-5-fluoro-2-methoxy-3-pyridyl]-2-methyl-1-thioxo-3,4-dihydroisoquinoline-5-sulfonamide